6-chloro-4-methylheptyl-butoxymethyl ether ClC(CC(CCCC(OCCCC)OC(CCCC(CC(C)Cl)C)OCCCC)C)C